FC1=C(C=CC(=C1)OC1=CC(=NC=C1)N1C[C@H](CC1)OC)NC1=NC=NC2=CC(=C(C=C12)NC1CCN(CC1)C(C=C)=O)OC (S)-1-(4-((4-((2-fluoro-4-((2-(3-methoxypyrrolidin-1-yl)pyridin-4-yl)oxy)phenyl)amino)-7-methoxyquinazolin-6-yl)amino)piperidin-1-yl)prop-2-en-1-one